C(C)OCOC1=C(C=CC(=C1)C#C)C1=C(C=C(N=N1)N[C@H]1[C@@H](CCCC1)O)C (1R,2R)-2-((6-(2-(ethoxymethoxy)-4-ethynylphenyl)-5-methylpyridazin-3-yl)amino)cyclohexan-1-ol